NC1=C2C(NC(C2=CC=C1)=O)(C1=C(C=CC=C1)C)C 4-amino-3-methyl-3-(o-tolyl)isoindolin-1-one